C(\C=C\C(=O)O)(=O)O.CN1CCN(CC1)CC(=O)N(C)C1=CC=C(N\C(\C2=CC=CC=C2)=C\2/C(NC3=CC(=CC=C23)C(=O)OC)=O)C=C1.CN1CCN(CC1)CC(=O)N(C)C1=CC=C(N\C(\C2=CC=CC=C2)=C\2/C(NC3=CC(=CC=C23)C(=O)OC)=O)C=C1 bis{3-Z-[1-(4-(N-((4-methyl-piperazin-1-yl)-methylcarbonyl)-N-methyl-amino)-anilino)-1-phenyl-methylene]-6-methoxycarbonyl-2-indolinone} fumarate